COC(=O)C1=NC=CC(=C1)NC(CC1=C(C=CC(=C1)Cl)OC)=O 4-[[2-(5-chloro-2-methoxy-phenyl)acetyl]amino]pyridine-2-carboxylic acid methyl ester